tert-butyl (R)-(1-(3'-(((5-fluoro-2-methoxyphenyl)(1H-indole-2-yl)methyl)carbamoyl)-5'-methyl-[1,1'-biphenyl]-4-yl)piperidine-4-yl)carbamate FC=1C=CC(=C(C1)[C@H](C=1NC2=CC=CC=C2C1)NC(=O)C=1C=C(C=C(C1)C)C1=CC=C(C=C1)N1CCC(CC1)NC(OC(C)(C)C)=O)OC